1-(oxazol-2-yl)heptan-1-one O1C(=NC=C1)C(CCCCCC)=O